N1CC(NCC1=O)=O piperazine-3,6-dione